(S)-2-(4-(4-chloropyrazolo[1,5-a]pyridin-2-yl)-1,4,6,7-tetrahydro-5H-imidazo[4,5-c]pyridin-5-yl)pyrimidin-5-amine ClC=1C=2N(C=CC1)N=C(C2)[C@H]2N(CCC1=C2N=CN1)C1=NC=C(C=N1)N